4-bromo-2-chloro-1-(2-methoxyethoxy)benzene BrC1=CC(=C(C=C1)OCCOC)Cl